FC1(C(C1)OCCN)F 2-(2,2-Difluorocyclopropoxy)ethane-1-amine